FC1=C(C=CC=C1OC)C1=NC(=C2C=C(N=CC2=C1)N[C@H]1[C@H](COC1)NC(C=C)=O)NCCO N-((3R,4S)-4-((7-(2-fluoro-3-methoxy-phenyl)-5-((2-hydroxyethyl)amino)-2,6-naphthyridin-3-yl)amino)tetrahydrofuran-3-yl)acrylamide